5-(3-(6-bromo-3,4-dihydroquinolin-1(2H)-yl)-1,2,4-oxadiazol-5-yl)-2-isopropoxybenzonitrile BrC=1C=C2CCCN(C2=CC1)C1=NOC(=N1)C=1C=CC(=C(C#N)C1)OC(C)C